N1=CNC(C2=C1C1=C(S2)N=C2C(=C1)CCC2)=O 8,9-dihydro-3H-cyclopenta[5',6']pyrido[3',2':4,5]thieno[3,2-d]pyrimidin-4(7H)-one